BrC1=CC(=CC=C1)C(=COC)C 1-bromo-3-(2-methoxy-1-methyl-vinyl)benzene